5-bromo-3-iodo-1-((2-(trimethylsilyl)ethoxy)methyl)-1H-indazole BrC=1C=C2C(=NN(C2=CC1)COCC[Si](C)(C)C)I